The molecule is a mycolate ester formed by esterification of (2R,3R,20Z,35Z)-3-hydroxy-2-tetracosanylhexapentaconta-20,35-dienoic acid with the 6-OH of D-glucose. (C80 is the average tail length of a reported naturally occurring range of 72-86 carbon atoms.) It derives from a D-glucopyranose. CCCCCCCCCCCCCCCCCCCCCCCC[C@H]([C@@H](CCCCCCCCCCCCCCCC/C=C\\CCCCCCCCCCCCC/C=C\\CCCCCCCCCCCCCCCCCCCC)O)C(=O)OC[C@@H]1[C@H]([C@@H]([C@H](C(O1)O)O)O)O